N-(3-chloro-5-(methylsulfonamido)phenyl)-4-(4-methoxy-1H-pyrazol-1-yl)thiophene-2-carboxamide ClC=1C=C(C=C(C1)NS(=O)(=O)C)NC(=O)C=1SC=C(C1)N1N=CC(=C1)OC